C(#C)C=1C=NC(=NC1)N1C[C@H]2CC[C@@H](C1)N2C2COC2 (1R,5S)-3-(5-ethynylpyrimidin-2-yl)-8-(oxetan-3-yl)-3,8-diazabicyclo[3.2.1]octane